C1(CC1)C=1C(=C2C(C(N(C2=C(C1)F)CC(=O)N[C@H](CCC(=O)O)C)=O)(C)C)F (S)-4-(2-(5-cyclopropyl-4,7-difluoro-3,3-dimethyl-2-oxoindolin-1-yl)acetamido)pentanoic acid